ClC1=CC(=C(OCC=2C=C(C=NC2)C#N)C=C1OCC1=C(C(=CC=C1)B1OC(C(O1)(C)C)(C)C)C)C=O 5-[[4-chloro-2-formyl-5-[[2-methyl-3-(4,4,5,5-tetramethyl-1,3,2-dioxaborolan-2-yl)phenyl]methoxy]phenoxy]methyl]pyridine-3-carbonitrile